ClC1=CC(=C(C=C1)C1(OC2=C(O1)C=CC=C2C2=CC(=C(CC1=NC3=C(N1C[C@H]1OCC1)C=C(C=C3)C(=O)O)C=C2F)F)C)F 2-(4-(2-(4-Chloro-2-fluorophenyl)-2-methylbenzo[d][1,3]dioxol-4-yl)-2,5-difluorobenzyl)-1-(((S)-oxetan-2-yl)methyl)-1H-benzo[d]imidazole-6-carboxylic acid